CC1=CC=C(C=C1)S(=O)(=O)OCCC1=NC=C(C=C1)CC 2-(5-ethyl-2-pyridinyl)ethanol p-toluenesulfonate